The molecule is an acyl-CoA oxoanion arising from deprotonation of the phosphate, diphosphate and carboxy groups of 3-oxo-5,6-dehydrosuberyl-CoA; major species at pH 7.3. It is a conjugate base of a 3-oxo-5,6-dehydrosuberyl-CoA. CC(C)(COP(=O)([O-])OP(=O)([O-])OC[C@@H]1[C@H]([C@H]([C@@H](O1)N2C=NC3=C(N=CN=C32)N)O)OP(=O)([O-])[O-])[C@H](C(=O)NCCC(=O)NCCSC(=O)CC(=O)C/C=C/CC(=O)[O-])O